ClC1=C(C=CC=C1C1C(NC(CC1)=O)=O)C1=CC=C(C=C1)N1C(C(=CC=C1)CC(F)F)=O 3-(2-chloro-4'-(3-(2,2-difluoroethyl)-2-oxopyridin-1(2H)-yl)-[1,1'-biphenyl]-3-yl)piperidine-2,6-dione